2-[4-[6-[(4-cyano-2-fluoro-phenyl)methoxy]-3-fluoro-2-pyridinyl]-3-fluoro-phenyl]acetic acid methyl ester COC(CC1=CC(=C(C=C1)C1=NC(=CC=C1F)OCC1=C(C=C(C=C1)C#N)F)F)=O